FC(OC=1C=C(OC2=NC=C(C=N2)C=2C=C(C=NC2)N[C@@H]2CN(CC2)C(C=C)=O)C=CC1)F 1-[(3S)-3-[[5-[2-[3-(difluoromethoxy)phenoxy]pyrimidin-5-yl]-3-pyridyl]amino]pyrrolidin-1-yl]prop-2-en-1-one